N-(beta-aminoethyl)gamma-aminopropyl-triethoxysilane NCCNCCC[Si](OCC)(OCC)OCC